C(C)(C)C1=NC=NC(=C1N1C(C(=C(C2=CC=CN=C12)O)C#N)=O)C(C)C 1-(4,6-diisopropylpyrimidin-5-yl)-4-hydroxy-2-oxo-1,2-dihydro-1,8-naphthyridine-3-carbonitrile